pyrrole-5(1H)-carboxylic acid tert-butyl ester C(C)(C)(C)OC(=O)C1=CC=CN1